C(C(C)(C)C)(=O)OCC[C@H]1OC2(O[C@@H]1C1=CC=CC=C1)CCCCC2 2-((2R,3R)-3-phenyl-1,4-dioxaspiro[4.5]decan-2-yl)ethyl pivalate